5-(4-bromo-3,5-dimethyl-phenyl)-1-methyl-1H-pyridin-2-one BrC1=C(C=C(C=C1C)C=1C=CC(N(C1)C)=O)C